cetylpyridinium chloride monohydrate CCCCCCCCCCCCCCCC[N+]1C=CC=CC=1.O.[Cl-]